C(CCCCCCCCC)(=O)N[C@@H](COC(=O)NC1=CC=C(C(=O)O)C=C1)C(=O)NCCCCCC (S)-4-(((2-decanamido-3-(hexylamino)-3-oxopropoxy)carbonyl)amino)benzoic acid